(S)-N-(5-(tert-butyl)-1-(1-(2-methoxyethyl)pyrrolidin-3-yl)-1H-pyrazol-3-yl)-7-(difluoromethyl)-1-methyl-6-(pyrazolo[1,5-a]pyrazin-3-yloxy)-1H-imidazo[4,5-b]pyridin-2-amine C(C)(C)(C)C1=CC(=NN1[C@@H]1CN(CC1)CCOC)NC=1N(C=2C(=NC=C(C2C(F)F)OC=2C=NN3C2C=NC=C3)N1)C